Benzylideneaniline C(C1=CC=CC=C1)=NC1=CC=CC=C1